4-(1H-1,2,3-triazol-1-yl)aniline N1(N=NC=C1)C1=CC=C(N)C=C1